C(C=C)(=O)OC1C2=CC=CC=C2C=2C=CC=CC12 9-Acryloxyfluorene